C1(CC1)COC=1C=C(C=CC1OC(F)F)C(CN1C(=CC(C=C1C)=O)C)(C#CC)O (2-(3-cyclopropylmethoxy-4-difluoromethoxyphenyl)-2-hydroxypent-3-yn-1-yl)-2,6-dimethylpyridin-4(1H)-one